FC(CI)F 1,1-diFluoro-2-iodoethane